2,2':4',3''-Terthiophene S1C(=CC=C1)C=1SC=C(C1)C1=CSC=C1